C(C)(C)(C)OC(=O)NCCCN(CCCCC(C(NCCNC(OCC1=CC=CC=C1)=O)=O)NC(OCCC(NC(=O)OC(C)(C)C)C(C)(C)C)=O)CCCNC(OC(C)(C)C)=O tert-butyl(3-((tert-butoxycarbonyl) amino)propyl) (14-(3-((tert-butoxycarbonyl)amino)propyl)-21,21-dimethyl-3,8,19-trioxo-1-phenyl-2,20-dioxa-4,7,14,18-tetraazadocosan-9-yl)carbamate